CC=CCCOC(=O)NC=1C=C2C(=CNC2=CC1)C1CCN(CC1)C(C)CC 5-(2-penten-5-yloxy)carbonylamino-3-(1-(sec-butyl)piperidin-4-yl)-1H-indole